FC=1C=C(C=C(C1)F)C=1C=NC2=CC=C(C=C2C1N1CCC(CC1)N)C1=C(C(=CC=C1C)F)C=NO 1-[3-(3,5-Difluorophenyl)-6-{3-fluoro-2-[(hydroxyimino)methyl]-6-methylphenyl}chinolin-4-yl]piperidin-4-amin